(S)-4-(2-(1-ethyl-3-(trifluoromethyl)-1H-pyrazol-4-yl)-3-fluorophenyl)-3-methyl-6-((E)-3-((S)-pyrrolidin-2-yl)acryloyl)-4,5,6,7-tetrahydrothieno[2,3-c]pyridine-2-carbonitrile C(C)N1N=C(C(=C1)C1=C(C=CC=C1F)[C@H]1C2=C(CN(C1)C(\C=C\[C@H]1NCCC1)=O)SC(=C2C)C#N)C(F)(F)F